(5-(4-hydroxybicyclo[2.2.2]oct-1-yl)-1,2,4-oxadiazol-3-yl)benzoic acid methyl ester COC(C1=C(C=CC=C1)C1=NOC(=N1)C12CCC(CC1)(CC2)O)=O